2-oxo-2,3-dihydro-1H-indole-6-carboxylic acid methyl ester p-toluenesulfonate CC1=CC=C(C=C1)S(=O)(=O)O.COC(=O)C1=CC=C2CC(NC2=C1)=O